CC1=CC=CC2=C1C(NS2)=O 4-methyl-1,2-benzisothiazolin-3-one